3-(N,N-dioleylamino)-1,2-propylene glycol C(CCCCCCC\C=C/CCCCCCCC)N(CCCCCCCC\C=C/CCCCCCCC)CC(CO)O